2-((1R,5S,6R)-3-(2-cyano-5-((S)-2-methylazetidin-1-yl)pyrido[3,4-b]pyrazin-7-yl)-3-azabicyclo[3.1.0]hexane-6-yl)acetic acid C(#N)C=1N=C2C(=NC1)C(=NC(=C2)N2C[C@@H]1C([C@@H]1C2)CC(=O)O)N2[C@H](CC2)C